3-(1-Chloro-4-methylpyrido[3,4-d]pyridazin-7-yl)-3,8-diazabicyclo[3.2.1]octane-8-carboxylic acid tert-butyl ester C(C)(C)(C)OC(=O)N1C2CN(CC1CC2)C2=CC=1C(=C(N=NC1Cl)C)C=N2